[C@H]12OC[C@H](N(C1)CC=1NC=3C(N(C=C(C3C1)C1CC1)C1=NC(=CC(=C1)C1=C(C=C(C=C1)F)C=1N(C=CN1)C)C1CC1)=O)C2 2-({(1R,4R)-2-oxa-5-azabicyclo[2.2.1]hept-5-yl}methyl)-4-cyclopropyl-6-{6-cyclopropyl-4-[4-fluoro-2-(1-methyl-2-imidazolyl)phenyl]-2-pyridyl}-1,6-dihydro-1,6-diaza-7-indenone